9-(4-(9H-carbazol-9-yl)-6-chloro-1,3,5-triazin-2-yl)-9H-carbazol-1,2,3,4,5,6,7,8-d8 C1=CC=CC=2C3=CC=CC=C3N(C12)C1=NC(=NC(=N1)Cl)N1C2=C(C(=C(C(=C2C=2C(=C(C(=C(C12)[2H])[2H])[2H])[2H])[2H])[2H])[2H])[2H]